FC=1C(=NC(=NC1)NC=1C=NN(C1)C1=C(C(=O)OC)C=CC=C1)C1=CNC2=C(C=CC=C12)NC([C@@H](COC)N1CCN(CC1)C)=O methyl (R)-2-(4-((5-fluoro-4-(7-(3-methoxy-2-(4-methylpiperazin-1-yl)propanamido)-1H-indol-3-yl)pyrimidin-2-yl)amino)-1H-pyrazol-1-yl)benzoate